(3-chloro-5-(naphthalen-1-yl)phenyl)phenanthrene ClC=1C=C(C=C(C1)C1=CC=CC2=CC=CC=C12)C1=CC=CC=2C3=CC=CC=C3C=CC12